OCC1CCN(CC1)C1=NC(=NC(=C1)NCC1=CC(=C(C(=C1)OC)OC)OC)NC=1SC(=C(N1)C)C(=O)OCC 2-[[4-[4-(hydroxymethyl)-1-piperidinyl]-6-[[(3,4,5-trimethoxyphenyl)methyl]amino]-2-pyrimidinyl]amino]-4-methyl-5-thiazolecarboxylic acid, ethyl ester